2',4'-Dihydroxy-4-chlorochalcone OC1=C(C(/C=C/C2=CC=C(C=C2)Cl)=O)C=CC(=C1)O